1-(4-cyano-3-(cyanomethyl)-1-phenyl-1H-pyrazol-5-yl)-3-((3s,4r)-4-(3,4-difluorophenyl)-1-(2-methoxyethyl)pyrrolidin-3-yl)urea C(#N)C=1C(=NN(C1NC(=O)N[C@@H]1CN(C[C@H]1C1=CC(=C(C=C1)F)F)CCOC)C1=CC=CC=C1)CC#N